C1(=CC(=CC=C1)C12C(C(C(CC1)(C2(C)C)C)=O)=C)C21C(C(C(CC2)(C1(C)C)C)=O)=C 1,3-phenylene-bis-{3-methylidene-1,7,7-trimethylbicyclo[2.2.1]heptan-2-one}